C=C1C(N(CC12CC2)C(=O)OC(C)(C)C)=O tert-butyl 7-methylidene-6-oxo-5-azaspiro[2.4]heptane-5-carboxylate